ClC12C3=C(C(=CC=C3C(CC1)CC2)OC)C(=O)O Chloro-4-methoxytricyclo[6.2.2.02,7]dodeca-2,4,6-triene-3-carboxylic acid